1'-benzyl-5-fluoro-spiro[1H-pyrrolo[2,3-b]pyridine-3,4'-piperidine]-2-one C(C1=CC=CC=C1)N1CCC2(CC1)C(NC1=NC=C(C=C12)F)=O